Thiocatechole C=1(S)C(O)=CC=CC1